3-(4-bromo-2-methyl-indazol-3-yl)-N-methyl-propan-1-amine BrC=1C2=C(N(N=C2C=CC1)C)CCCNC